myristylsuccinate C(CCCCCCCCCCCCC)C(C(=O)[O-])CC(=O)[O-]